bis(dodecylsulfanyl)dioctylstannane C(CCCCCCCCCCC)S[Sn](CCCCCCCC)(CCCCCCCC)SCCCCCCCCCCCC